(2R,4R,5S)-4-(N,N-BIS(4-METHOXYBENZYL)SULFAMOYL)-1-METHOXY-5-METHYLOCT-7-EN-2-YL BENZOATE C(C1=CC=CC=C1)(=O)O[C@@H](COC)C[C@H]([C@H](CC=C)C)S(N(CC1=CC=C(C=C1)OC)CC1=CC=C(C=C1)OC)(=O)=O